ethyl 1-(2-aminoethyl)-6-bromo-1H-pyrrolo[2,3-b]pyridine-2-carboxylate NCCN1C(=CC=2C1=NC(=CC2)Br)C(=O)OCC